C(C)(C)OC1=CC=C(C=N1)[C@H](C)N[S@@](=O)C(C)(C)C (S)-N-((S)-1-(6-isopropoxypyridin-3-yl)ethyl)-2-methylpropan-2-sulfinamide